C(N)(=O)C=1C=C(C=CC1F)C=1N=CC=2N(C1)N=CC2C(=O)NC=2C(=NC=C(C2)NC(CN2CCCCC2)=O)C 6-(3-carbamoyl-4-fluorophenyl)-N-(2-methyl-5-(2-(piperidin-1-yl)acetamido)pyridin-3-yl)pyrazolo[1,5-a]pyrazine-3-carboxamide